4-Methoxy-3-methylbenzo[b]thiophene-6-carboxylic acid COC1=CC(=CC=2SC=C(C21)C)C(=O)O